C(C)OC1=C(C=CC(=C1F)F)[C@H]1[C@H](O[C@@]([C@H]1C)(C(F)(F)F)C)C(=O)NC1=CC(=[N+](C=C1)[O-])C(=O)N (2S,3S,4S,5S)-4-[[3-(2-Ethoxy-3,4-difluoro-phenyl)-4,5-dimethyl-5-(trifluoromethyl)tetrahydrofuran-2-carbonyl]amino]-1-oxido-pyridin-1-ium-2-carboxamid